CNC1CN(CC1)C1=NC2=C(N1C(=O)NCC#CC(C)C)C=CC=C2 (3-(Methylamino)pyrrolidin-1-yl)-N-(4-methylpent-2-ynyl)-1H-benzo[d]imidazole-1-carboxamide